sulfamic acid ammonium salt [NH4+].S(N)([O-])(=O)=O